rac-(3R,5S)-5-(2-((4-(N-(tert-butoxycarbonyl)sulfamoyl)phenyl)amino)pyrimidin-5-yl)tetrahydrofuran-3-yl ((S)-4,4,4-trifluorobutan-2-yl)carbamate FC(C[C@H](C)NC(O[C@H]1CO[C@@H](C1)C=1C=NC(=NC1)NC1=CC=C(C=C1)S(NC(=O)OC(C)(C)C)(=O)=O)=O)(F)F |&1:8,11|